(2-amino-2-oxo-ethyl)-[2-[4-[2-chloro-4-[[5-(2,3-difluoro-4-methoxy-phenyl)-1-methyl-imidazole-2-carbonyl]amino]benzoyl]piperazin-1-yl]ethyl]-dimethyl-ammonium NC(C[N+](C)(C)CCN1CCN(CC1)C(C1=C(C=C(C=C1)NC(=O)C=1N(C(=CN1)C1=C(C(=C(C=C1)OC)F)F)C)Cl)=O)=O